(2'-amino-4'-nitro-[1,1'-biphenyl]-4-yl)(4,4-difluoropiperidin-1-yl)methanone NC1=C(C=CC(=C1)[N+](=O)[O-])C1=CC=C(C=C1)C(=O)N1CCC(CC1)(F)F